tert-butyl (R)-3-((7-bromo-2-chloro-8-fluoroquinazolin-4-yl)(methyl)amino)pyrrolidine-1-carboxylate BrC1=CC=C2C(=NC(=NC2=C1F)Cl)N([C@H]1CN(CC1)C(=O)OC(C)(C)C)C